ethyl 2-methyl-1-((2-(trimethylsilyl)ethoxy)methyl)-1H-thieno[2,3-d]imidazole-5-carboxylate CC=1N(C2=C(N1)SC(=C2)C(=O)OCC)COCC[Si](C)(C)C